C(C)(=O)OCC=1OC2=C(N1)C(=CC(=C2)NC(=O)C2=CC=C(C1=CN(N=C21)CC)N2CCN(CC2)C(=O)OC(C)(C)C)F tert-butyl 4-[7-({2-[(acetyloxy)methyl]-4-fluoro-1,3-benzoxazol-6-yl}carbamoyl)-2-ethylindazol-4-yl]piperazine-1-carboxylate